thio-phosphoric acid P(O)(O)(O)=S